CC1(CC(N(C1)C(=O)OC(C)(C)C)C1=C(C=CC=C1)C)C tert-butyl 4,4-dimethyl-2-(2-methylphenyl)pyrrolidine-1-carboxylate